4-(1-(2,4-dimethyl-5-(6-(oxetan-3-yloxy)-3H-imidazo[4,5-c]pyridin-2-yl)benzoyl)piperidin-4-yl)benzonitrile CC1=C(C(=O)N2CCC(CC2)C2=CC=C(C#N)C=C2)C=C(C(=C1)C)C1=NC2=C(C=NC(=C2)OC2COC2)N1